N-(4-amino-1-(4-fluorophenyl)-3,4-DIOXOBUTAN-2-yl)-4-(2-fluorophenyl)-2-methyloxazole-5-carboxamide NC(C(C(CC1=CC=C(C=C1)F)NC(=O)C1=C(N=C(O1)C)C1=C(C=CC=C1)F)=O)=O